CC(C(=O)OCC)(C)C1CCN(CC1)CC(F)(F)F ethyl 2-methyl-2-[1-(2,2,2-trifluoroethyl)piperidin-4-yl]propanoate